(S)-2-(oxetan-2-ylmethyl)isoindoline-1,3-dione O1[C@@H](CC1)CN1C(C2=CC=CC=C2C1=O)=O